C(C1=CC=CC=C1)N1CCC=2C=CC=NC2C1(C)C 7-benzyl-8,8-dimethyl-5,6,7,8-tetrahydro-1,7-naphthyridine